C(C=C)(=O)O.C(C=C)(=O)O.C(C=C)(=O)O.C(C=C)(=O)O.C(O)C1(C(C(CC1)(CO)CO)=O)CO 2,2,5,5-tetramethylolcyclopentanone tetraacrylate